Cl.Cl.C1(CC1)N1C[C@@H](N[C@@H](C1)C)C (3S,5R)-1-cyclopropyl-3,5-dimethylpiperazine dihydrochloride